C(#N)[C@H]1N(CC(C1)(F)F)C(CNC(=O)C1=CC=NC2=CC=C(C=C12)OCCCN1CCN(CC1)C(=O)OC(C)(C)C)=O Tert-butyl (S)-4-(3-((4-((2-(2-cyano-4,4-difluoropyrrolidin-1-yl)-2-oxoethyl)carbamoyl)quinolin-6-yl)oxy)propyl)piperazine-1-carboxylate